AcryloxySilane C(C=C)(=O)O[SiH3]